FC=1C=C(OC2=CC=C(C=C2)NC(OCC=2C(=C3C(N(CC3=CC2)C2C(NC(CC2)=O)=O)=O)OC2CCC(CC2)O)=O)C=CC1F [2-(2,6-dioxopiperidin-3-yl)-3-oxo-4-{[(1r,4r)-4-hydroxycyclohexyl]oxy}-2,3-dihydro-1H-isoindol-5-yl]methyl N-[4-(3,4-difluorophenoxy)phenyl]carbamate